(N-[4-Amino-5-[4-[2-(3,4-dihydro-1H-isochinolin-2-yl)-2-oxoethoxy]benzoyl]thiazol-2-yl]-4-fluoroanilino)propanamid NC=1N=C(SC1C(C1=CC=C(C=C1)OCC(=O)N1CC2=CC=CC=C2CC1)=O)N(C1=CC=C(C=C1)F)C(C(=O)N)C